COC12CC(C1)(C2)CN (3-methoxy-1-bicyclo[1.1.1]pentyl)methylamine